3-bromo-5-(difluoromethoxy)aniline BrC=1C=C(N)C=C(C1)OC(F)F